1-(5-((3-methoxypropoxy)methyl)pyrimidin-2-yl)piperidin COCCCOCC=1C=NC(=NC1)N1CCCCC1